4,6-di-t-butyl-2-hydroxymethyl-phenol C(C)(C)(C)C1=CC(=C(C(=C1)C(C)(C)C)O)CO